FCCOCCOC=1C=C(C=CC1)[C@H](C1CCN(CC1)C(=O)C=1C=CC2=C(NC(CO2)=O)C1)C1=CC=C(C=C1)F |o1:13| 6-[4-[(R or S)-[3-[2-(2-fluoroethoxy)ethoxy]phenyl]-(4-fluorophenyl)methyl]piperidine-1-carbonyl]-4H-1,4-benzoxazin-3-one